CC1=C2C(=CC=3C=4C=C(C=CC4N(C13)C)OC[C@H](C)NC([O-])=O)C=NC=C2 [(1S)-2-(5,6-dimethylpyrido[4,3-b]carbazol-9-yl)oxy-1-methyl-ethyl]carbamate